3-Chloro-1-(3-(3-nitrophenyl)acryloyl)-5,6-dihydropyridin-2(1H)-one ClC=1C(N(CCC1)C(C=CC1=CC(=CC=C1)[N+](=O)[O-])=O)=O